seryl-aminopyrrole N[C@@H](CO)C(=O)C1=C(NC=C1)N